1-(bromomethyl)-3-fluoro-5-nitrobenzene BrCC1=CC(=CC(=C1)[N+](=O)[O-])F